N-(3,4-dimethoxyphenethyl)-4-morpholino-2-(trifluoromethyl)pyrimidine-5-carboxamide ethyl-5-[(3-fluorophenyl)methoxy]-4-(methoxymethyl)-9H-pyrido[3,4-b]indole-3-carboxylate C(C)OC(=O)C1=C(C2=C(NC3=CC=CC(=C23)OCC2=CC(=CC=C2)F)C=N1)COC.COC=1C=C(CCNC(=O)C=2C(=NC(=NC2)C(F)(F)F)N2CCOCC2)C=CC1OC